OC1CN(C1)CC1=CC(=NC(=C1)C(F)(F)F)OC1CCNCC1 4-{[4-[(3-hydroxy-azetidin-1-yl)methyl]-6-(trifluoromethyl)pyridin-2-yl]oxy}piperidin